[PH2](=O)[O-].[Na+] Natrium hypophosphit